ClC=1N=CC2=C(N1)C(=CN2C2CC2)C=O 2-chloro-5-cyclopropyl-5H-pyrrolo[3,2-d]pyrimidine-7-carboxaldehyde